4-((2S,3S,4S)-2-(aminomethyl)-5-chloro-6-fluoro-3-methyl-2-phenyl-2,3-dihydrobenzofuran-4-yl)-5-fluoro-6-(2-methoxyethoxy)nicotinamide NC[C@@]1(OC2=C([C@@H]1C)C(=C(C(=C2)F)Cl)C2=C(C(=NC=C2C(=O)N)OCCOC)F)C2=CC=CC=C2